CS(=O)(=O)C1=CC=C(C=C1)C(\C=C\C1=CC=CC=C1)=O (E)-1-(4-(methylsulfonyl)phenyl)-3-phenylprop-2-en-1-one